6-Chloro-3-[[(1R)-1-[2-(6-fluoro-2-pyridyl)-3,6-dimethyl-4-oxo-chromen-8-yl]ethyl]amino]pyridine-2-carboxylic acid ClC1=CC=C(C(=N1)C(=O)O)N[C@H](C)C=1C=C(C=C2C(C(=C(OC12)C1=NC(=CC=C1)F)C)=O)C